SCCSC1=C(C=C(C=C1)SCCS)SCCS 1,2,4-tris(mercaptoethylthio)benzene